1-Fluoro-N-((S)-1-((1r,2S,5S)-2-(hydrazinocarbonyl)-6,6-dimethyl-3-azabicyclo[3.1.0]hex-3-yl)-3,3-dimethyl-1-oxobutan-2-yl)cyclopropane-1-carboxamide hydrochloride Cl.FC1(CC1)C(=O)N[C@H](C(=O)N1[C@@H]([C@H]2C([C@H]2C1)(C)C)C(=O)NN)C(C)(C)C